ClC=1C=C2C=C(C(OC2=CC1)=O)C(CBr)=O 6-chloro-3-(2-bromoacetyl)coumarin